FC1=C(C(=CC(=C1)C1=NC(=CN=C1)OCCC)F)N1CC(CC1)CC(=O)O 2-{1-[2,6-difluoro-4-(6-propoxy-pyrazin-2-yl)phenyl]pyrrolidin-3-yl}acetic acid